[NH4+].C(CCCCCCCCCCC(=O)[O-])(=O)[O-].[NH4+] dodecandioic acid ammonium salt